(2S,3R,4S,5R)-2-(2-chloro-4-{hexahydro-1H-cyclopenta[c]pyrrol-2-yl}imidazo[1,5-b]pyridazin-7-yl)-5-(hydroxymethyl)oxolane-3,4-diol ClC=1C=C(C=2N(N1)C(=NC2)[C@@H]2O[C@@H]([C@H]([C@H]2O)O)CO)N2CC1C(C2)CCC1